C(C1=CC=CC=C1)OC1=CC=C(C=C1)NC(=O)C=1C=C(N(C1C)C)C1=C(C(=O)O)C=C(C=C1)OC(F)F 2-(4-((4-(Benzyloxy)phenyl)carbamoyl)-1,5-dimethyl-1H-pyrrol-2-yl)-5-(difluoromethoxy)benzoic acid